C1(CCC1)OC1=NC=2N(C=C1C(=O)NC=1C(N(C=CC1)C1CC1)=O)C=C(N2)C21COC(C2)(C1)CF 7-cyclobutoxy-N-(1-cyclopropyl-2-oxo-1,2-dihydropyridin-3-yl)-2-(1-(fluoromethyl)-2-oxabicyclo[2.1.1]hexan-4-yl)imidazo[1,2-a]pyrimidine-6-carboxamide